BrC1=NC(=CC=C1F)SCC(=O)O 2-bromo-6-(carboxymethylsulfanyl)-3-fluoropyridin